N-(5-(1-(4-(cyanomethyl)-1-(1-methyl-3-(trifluoromethyl)-1H-pyrazol-4-yl)piperidin-4-yl)-1H-pyrazol-4-yl)-[1,2,4]triazolo[1,5-a]pyridin-2-yl)cyclopropylcarboxamide C(#N)CC1(CCN(CC1)C=1C(=NN(C1)C)C(F)(F)F)N1N=CC(=C1)C1=CC=CC=2N1N=C(N2)NC(=O)C2CC2